[Br-].C(CCCCCCCCCCCCCCC)[N+](C)(C)C cetyl-(trimethyl)ammonium bromide